di-tert-butyl 3,3'-(((2R,3S,4R,5S)-2-((3-(tert-butoxy)-3-oxopropoxy)methyl)-5-((tert-butoxycarbonyl)amino)tetrahydro-2H-pyran-3,4-diyl)bis(oxy))dipropionate C(C)(C)(C)OC(CCOC[C@H]1OC[C@@H]([C@H]([C@@H]1OCCC(=O)OC(C)(C)C)OCCC(=O)OC(C)(C)C)NC(=O)OC(C)(C)C)=O